Cycloheptan C1CCCCCC1